COC=1C=NC2=CC(=CC(=C2C1)N1C(C2=CC(=CC(=C2CC1)C=1C(=NN(C1)C)C(F)(F)F)CN1C(=NC=C1)C)=O)C 2-(3-Methoxy-7-methylquinolin-5-yl)-7-((2-methyl-1H-imidazol-1-yl)methyl)-5-(1-methyl-3-(trifluoromethyl)-1H-pyrazol-4-yl)-3,4-dihydroisoquinolin-1(2H)-one